ClC1=C(C(=O)NC=2C=C3C(=CNC3=CC2)C=2CCN(CC2)CCCC)C=CC=C1 5-(2-chlorobenzoyl)amino-3-(1-butyl-1,2,3,6-tetrahydropyridin-4-yl)-1H-indole